NC([C@H]([C@@H](C)O)NC1CN(C2(CN(C2=O)CC2=CC=C(C=C2)OC)C1)C(=O)OC(C)(C)C)=O Tert-Butyl 7-(((2S,3R)-1-amino-3-hydroxy-1-oxobutan-2-yl)amino)-2-(4-methoxybenzyl)-1-oxo-2,5-diazaspiro[3.4]octane-5-carboxylate